tert-butyl-5-cyano-1H-benzo[d][1,2,3]triazol-1-carbamate C(C)(C)(C)OC(NN1N=NC2=C1C=CC(=C2)C#N)=O